(3R)-3-amino-7-[5-(4,4-difluoro-1-piperidinyl)-1,3,4-oxadiazol-2-yl]-1,1-dioxo-5-[[4-[3-(trifluoromethyl)-1,2,4-oxadiazol-5-yl]phenyl]methyl]-2,3-dihydro-1λ6,5-benzothiazepine-4-One N[C@H]1CS(C2=C(N(C1=O)CC1=CC=C(C=C1)C1=NC(=NO1)C(F)(F)F)C=C(C=C2)C=2OC(=NN2)N2CCC(CC2)(F)F)(=O)=O